Dodecan-1,12-diol C(CCCCCCCCCCCO)O